5,5-dimethyl-4,5-dihydroisoxazol CC1(CC=NO1)C